N=1C=NN2C1C=C(C=C2)OC2=C(C(=C(N)C=C2)F)Cl 4-([1,2,4]triazolo[1,5-a]pyridin-7-yloxy)-3-chloro-2-fluoroaniline